NC1=CC(=NC=N1)C1=CC(=C(N1)C1=C(C=C(C=C1)Cl)Cl)C(=O)N 5-(6-aminopyrimidin-4-yl)-2-(2,4-dichlorophenyl)-1H-pyrrole-3-carboxamide